[6-(3-cyclopropyl-1,2,4-triazol-1-yl)-2-azaspiro[3.3]heptan-2-yl]-[7-[[5-(trifluoromethyl)-1H-pyrazol-3-yl]methyl]-2,7-diazaspiro[3.5]nonan-2-yl]methanone C1(CC1)C1=NN(C=N1)C1CC2(CN(C2)C(=O)N2CC3(C2)CCN(CC3)CC3=NNC(=C3)C(F)(F)F)C1